C1(CC1)S(=O)(=O)NC(=O)C=1C(=NC(=CC1)N1N=C(C=C1)C1=NC=CC=C1)N1C(C[C@@H](C1)C)(C)C N-Cyclopropylsulfonyl-6-[3-(2-pyridyl)pyrazol-1-yl]-2-[(4S)-2,2,4-trimethylpyrrolidin-1-yl]pyridin-3-carboxamid